COC1=CC=C(CN2C(C3=CC=CC(=C3C2C2=C(C=CC=C2)C)NC(=O)C23CCC(C4=CC=CC=C24)C3)=O)C=C1 N-(2-(4-Methoxybenzyl)-1-oxo-3-(o-tolyl)isoindolin-4-yl)-1,2,3,4-tetrahydro-1,4-methanonaphthalene-1-carboxamide